NC1=CC=C(C2=CC=CC=C12)OC1=CC2=CC3=CC=CC=C3C=C2C=C1OC1=CC=C(C2=CC=CC=C12)N 2,3-bis(4-aminonaphthoxy)anthracene